N1C=C(C2=CC=CC=C12)\C=C/1\C(N(C(O1)=S)CCCCCC(=O)O)=O (Z)-6-(5-((1H-indol-3-yl)methylene)-4-oxo-2-thioxooxazolidin-3-yl)hexanoic acid